7-chloro-5-methyl-4-oxo-1-[3-(pyrimidin-5-yl)-1,2,4-thiadiazol-5-yl]-1,4-dihydro-1,8-naphthyridine-3-carboxylic acid ClC1=CC(=C2C(C(=CN(C2=N1)C1=NC(=NS1)C=1C=NC=NC1)C(=O)O)=O)C